S(=O)(=O)(OCC(CCCCCCCC)CCC)[O-] 2-propyl-1-decyl sulfate